C1(CC1)C([C@@H](C(=O)NC1=C(C=C(C=C1)[C@@H](C(=O)N1CC(C1)(CO)F)C)F)NC(=O)C1=CC=NN1C(C)C)C1CC1 N-((S)-1,1-dicyclopropyl-3-((2-fluoro-4-((S)-1-(3-fluoro-3-(hydroxymethyl)azetidin-1-yl)-1-oxopropan-2-yl)phenyl)amino)-3-oxopropan-2-yl)-1-isopropyl-1H-pyrazole-5-carboxamide